N-((2-cyclopropyl-5-methoxybenzyl)oxy)-6-(4-ethoxyphenyl)pyrazine-2-carboxamide C1(CC1)C1=C(CONC(=O)C2=NC(=CN=C2)C2=CC=C(C=C2)OCC)C=C(C=C1)OC